ClC(C(=O)CI)I 1-chloro-1,3-diiodoacetone